1-[4-(4-Amino-2-oxo-pyrrolidin-1-yl)phenyl]sulfonyl-4-[6-chloro-4-(trifluoromethyl)-2-pyridinyl]piperazine-2-carbonitrile NC1CC(N(C1)C1=CC=C(C=C1)S(=O)(=O)N1C(CN(CC1)C1=NC(=CC(=C1)C(F)(F)F)Cl)C#N)=O